tert-butyl (2S,6S)-4-[4-[(4,6-dimethylpyrazolo[1,5-a]pyrazin-2-yl)carbamoyl]-2-methoxy-1,3-benzothiazol-7-yl]-2,6-dimethyl-piperazine-1-carboxylate CC=1C=2N(C=C(N1)C)N=C(C2)NC(=O)C2=CC=C(C1=C2N=C(S1)OC)N1C[C@@H](N([C@H](C1)C)C(=O)OC(C)(C)C)C